3-(4-(2-(3-methoxyphenyl)acetamido)phenyl)-5-(pyrazin-2-ylamino)-1H-pyrazole-4-carboxamide COC=1C=C(C=CC1)CC(=O)NC1=CC=C(C=C1)C1=NNC(=C1C(=O)N)NC1=NC=CN=C1